C(C1=CC=CC=C1)N1C(=C(C=C1C)C(CN1C=C(C=CC1=O)C(=O)O)=O)C 1-(2-(1-benzyl-2,5-dimethyl-1H-pyrrol-3-yl)-2-oxoethyl)-6-oxo-1,6-dihydropyridine-3-carboxylic acid